ClC1=NC=C2C=C(N=C(C2=C1)NCCS(=O)(=O)CC)C1=C(C(=CC(=C1Cl)OC)OC)Cl 7-chloro-3-(2,6-dichloro-3,5-dimethoxyphenyl)-N-(2-(ethylsulfonyl)ethyl)-2,6-naphthyridine-1-amine